(3R)-3-amino-8-fluoro-7-[5-(1-methyl-1-methylsulfonyl-ethyl)-1,3,4-oxadiazol-2-yl]-1,1-dioxo-5-[(4-phenoxyphenyl)methyl]-2,3-dihydro-1λ6,5-benzothiazepine-4-One N[C@H]1CS(C2=C(N(C1=O)CC1=CC=C(C=C1)OC1=CC=CC=C1)C=C(C(=C2)F)C=2OC(=NN2)C(C)(S(=O)(=O)C)C)(=O)=O